ClC1=CC=C(C=C1)/C=C(/C(=O)NC(=O)C1CC1)\C1=C(C=C(C=C1)F)F (E)-N-(3-(4-chlorophenyl)-2-(2,4-difluorophenyl)acryloyl)cyclopropanecarboxamide